N-[(5-cyclopropyl-1H-1,2,4-triazol-3-yl)thiocarbamoyl]benzamide C1(CC1)C1=NC(=NN1)NC(=S)NC(C1=CC=CC=C1)=O